N(=NC(C(=O)[O-])(C)C)C(C(=O)[O-])(C)C azo-bis(2-methylpropionate)